γ-aminopropyldiethoxymethylsilane NCCC[SiH2]C(OCC)OCC